methyl 4-(6-bromo-7-methoxy-imidazo[1,2-a]pyridin-2-yl)cyclohexanecarboxylate BrC=1C(=CC=2N(C1)C=C(N2)C2CCC(CC2)C(=O)OC)OC